1-(2-fluoro-2-methylpropyl)-1H-pyrazole-4-carboxamide FC(CN1N=CC(=C1)C(=O)N)(C)C